C(C=C)(=O)N1CCN(CC1)C1=NC(N2C3=C(C(=C(C=C13)C(F)(F)F)C1=C(C=C(C(=C1)Cl)F)F)SC[C@@H]2COC)=O (3S,10R)-7-(4-acryloylpiperazin-1-yl)-10-(5-chloro-2,4-difluorophenyl)-3-(methoxymethyl)-9-(trifluoromethyl)-2,3-dihydro-5H-[1,4]thiazino[2,3,4-ij]quinazolin-5-one